methyl 7-(5-chloro-2-(2-(2'-methyl-4'-oxo-7',8'-dihydro-4'H-spiro[piperidine-4,6'-quinazolin]-3'(5'H)-yl)ethoxy)phenyl)-5-methylthieno[3,2-b]pyridine-3-carboxylate ClC=1C=CC(=C(C1)C1=C2C(=NC(=C1)C)C(=CS2)C(=O)OC)OCCN2C(=NC=1CCC3(CC1C2=O)CCNCC3)C